ClC1=NC=C(C(=C1)C1=C(C=NC(=C1)C)C(=O)NC=1SC2=C(N1)CN(C2)C(C2=C(N=CC(=C2)Cl)OC)=O)OC 2'-Chloro-N-(5-(5-chloro-2-methoxy-nicotinoyl)-5,6-dihydro-4H-pyrrolo[3,4-d]thiazol-2-yl)-5'-methoxy-6-methyl-[4,4'-bipyridine]-3-carboxamide